FC(C(=O)NC1CN(CC1)C(=O)C=1SC=C(C1)C=1C=C2C(=NC1)NC(=C2)C2=CC=C(C=C2)F)(F)F 2,2,2-trifluoro-N-(1-(4-(2-(4-fluorophenyl)-1H-pyrrolo[2,3-b]-pyridin-5-yl)thiophene-2-carbonyl)-pyrrolidin-3-yl)acetamide